5,6-dihydro-5,6-epoxy-1,10-phenanthroline N1=CC=CC=2C3C(C4=CC=CN=C4C12)O3